(3S)-4-amino-3-methyl-N-(2-methylpropyl)-N-((5-(trifluoromethyl)-2-pyridinyl)methyl)-1,3-dihydrofuro[3,4-c]quinoline-8-carboxamide NC1=NC=2C=CC(=CC2C2=C1[C@@H](OC2)C)C(=O)N(CC2=NC=C(C=C2)C(F)(F)F)CC(C)C